CC1=CC=C(C=C1)CC#N p-tolueneacetonitrile